N-(5-(2-oxaspiro[3.3]heptan-6-yl)-1H-pyrazol-3-yl)-2-(1-(3-cyano-5-fluorophenyl)-1H-pyrazol-4-yl)propanamide C1OCC12CC(C2)C2=CC(=NN2)NC(C(C)C=2C=NN(C2)C2=CC(=CC(=C2)F)C#N)=O